O[C@@](C(=O)N)(CCC1=C(C(C(=C(C1=O)C)C)=O)C)C (R)-2-Hydroxy-2-methyl-4-(2,4,5-trimethyl-3,6-dioxocyclohexa-1,4-dienyl)butanamid